[Si](C)(C)(C(C)(C)C)OC1=CC(=C(C=C1)N=C(N)C1=C(C=2N(N=C1)C=C(C2)C2=CC=C(OCC(=O)OCC)C=C2)NC2CCCC2)Cl Ethyl 2-(4-(3-(N'-(4-(tert-butyl(dimethyl)silyl)oxy-2-chloro-phenyl)carbamimidoyl)-4-(cyclopentylamino)pyrrolo[1,2-b]pyridazin-6-yl)phenoxy)acetate